N-(2-methoxy-5-(4,4,5,5-tetramethyl-1,3,2-dioxaborolan-2-yl)phenyl)acrylamide COC1=C(C=C(C=C1)B1OC(C(O1)(C)C)(C)C)NC(C=C)=O